(R)-5-(1-methyl-4-((1-methylazetidin-2-yl)methoxy)-1H-pyrazol-5-yl)pyrazolo[1,5-a]pyridin-2-amine CN1N=CC(=C1C1=CC=2N(C=C1)N=C(C2)N)OC[C@@H]2N(CC2)C